NC1=C(OC=COC2=C(C=CC=C2)N)C=CC=C1 1,2-bis(o-aminophenoxy)ethaneN